C1(=C(C=CC=C1)C=1C=C2OC3=CC=CC(NC4=CC=CC(S(NC(N1)=N2)(=O)=O)=C4)=C3)C 11-(o-Tolyl)-8-oxa-15λ6-thia-2,12,14,21-tetrazatetracyclo[14.3.1.13,7.19,13]docosa-1(19),3(22),4,6,9,11,13(21),16(20),17-nonaene 15,15-dioxide